2-((3-(trifluoromethyl)phenyl)sulfinyl)ethan-1-one FC(C=1C=C(C=CC1)S(=O)CC=O)(F)F